2-amino-N-(piperidin-4-yl)acetamide NCC(=O)NC1CCNCC1